2-vinyl-4,6-diethyl-1,3,5-triazine C(=C)C1=NC(=NC(=N1)CC)CC